N-((10H-phenoxazin-3-yl)methyl)hydroxylamine C1=CC(=CC=2OC3=CC=CC=C3NC12)CNO